4-(4-methoxyphenyl)pyridin-3-amine COC1=CC=C(C=C1)C1=C(C=NC=C1)N